ClC1=C(C=CC=C1)[C@H]1[C@@H](OC(O1)(C)C)CCO 2-((4S,5S)-5-(2-chlorophenyl)-2,2-dimethyl-1,3-dioxolan-4-yl)ethanol